CS(=O)(=O)C1=NC=C2N=C(NC2=N1)O 2-(methylsulfonyl)-9H-purin-8-ol